FC1=C(C=NS(=O)C(C)(C)C)C(=CC=C1F)OC N-(2,3-difluoro-6-methoxybenzylidene)-2-methylpropane-2-sulfinamide